[(1R,2R)-2-[2-[2-[4-[5-[tert-butyl(dimethyl)silyl]oxy-1-tetrahydropyran-2-yl-indazol-3-yl]pyrazol-1-yl]ethoxy]ethoxy]-1-methyl-propyl]methanesulfonate [Si](C)(C)(C(C)(C)C)OC=1C=C2C(=NN(C2=CC1)C1OCCCC1)C=1C=NN(C1)CCOCCO[C@@H]([C@@H](C)CS(=O)(=O)[O-])C